CC1=CC(=NC=C1B1OC(C(O1)(C)C)(C)C)C=1OC=CN1 4-methyl-2-(1,3-oxazol-2-yl)-5-(tetramethyl-1,3,2-dioxaborolan-2-yl)pyridine